ethyl 2,2-dimethoxyspiro[3.5]nonane-7-carboxylate COC1(CC2(C1)CCC(CC2)C(=O)OCC)OC